C1(=CC=CC2=CC=CC=C12)C1=CC=2CC3=CC(=CC=C3C2C=C1)C1=CC=CC2=CC=CC=C12 2,7-bis(naphth-1-yl)fluorene